4-((3-bromo-5-methyl-1H-pyrazol-1-yl)methyl)-2-nitrobenzol BrC1=NN(C(=C1)C)CC1=CC(=CC=C1)[N+](=O)[O-]